FC1(CCC(CC1)C1=NC=CC(=C1N1C(N=CC=C1)OCC)C1=C(C=CC=C1)F)F N-[2-(4,4-difluorocyclohexyl)-4-(2-fluorophenyl)-3-pyridyl]-2-ethoxy-pyrimidine